3-(8-phenyl-6-azaspiro[3.4]octane-6-carbonyl)-1,2,4-oxadiazol-5(4H)-one C1(=CC=CC=C1)C1CN(CC12CCC2)C(=O)C2=NOC(N2)=O